N-(4-((2-methoxy-3-(1-methyl-1H-1,2,4-triazol-3-yl)phenyl)amino)-5-propionylpyridin-2-yl)cyclobutylcarboxamide COC1=C(C=CC=C1C1=NN(C=N1)C)NC1=CC(=NC=C1C(CC)=O)NC(=O)C1CCC1